CN1N=C(N=C1SC)C(=O)OC methyl 1-methyl-5-methylthio-1,2,4-triazole-3-carboxylate